N5-tert-butyl-2-(1H-pyrazol-5-yl)thieno[3,2-b]Pyridine-5,7-diamine C(C)(C)(C)NC1=CC(=C2C(=N1)C=C(S2)C2=CC=NN2)N